N-(2-amino-6-methylphenyl)-2-ethyl-5-(1-methyl-1H-pyrazol-4-yl)benzene-1-sulfonamide NC1=C(C(=CC=C1)C)NS(=O)(=O)C1=C(C=CC(=C1)C=1C=NN(C1)C)CC